neopentyl glycol hydroxypivalate (3-hydroxy-2,2-dimethylpropyl-3-hydroxy-2,2-dimethylpropionate) OCC(CC(C(C(=O)OCC(COC(C(CO)(C)C)=O)(C)C)(C)C)O)(C)C